6-methoxymethoxy-1,3-dimethylhexyl-magnesium bromide COCOCCCC(CC(C)[Mg]Br)C